CC1(OB(OC1(C)C)/C=C/C(=O)OC)C methyl (E)-3-(4,4,5,5-tetramethyl-1,3,2-dioxaborolan-2-yl)prop-2-enoate